5-propyl-2-[1-[3-[3-(trifluoromethoxy)phenyl]prop-2-ynyl]pyrazol-4-yl]-3H-imidazo[2,1-b]purin-4-one C(CC)N1C=2N(C=3N=C(NC3C1=O)C=1C=NN(C1)CC#CC1=CC(=CC=C1)OC(F)(F)F)C=CN2